N-(1-(4-bromo-2-chlorophenyl)ethyl)-2-methylpropane-2-sulfinamide BrC1=CC(=C(C=C1)C(C)NS(=O)C(C)(C)C)Cl